C(CC)N(C=O)CCC N,N-di-n-propyl-formamide